ClCC1=NSC(=N1)N 3-(chloromethyl)-1,2,4-thiadiazol-5-amine